ClC1=C(C=CC(=O)O)C(=CC=C1)Cl 2,6-dichlorocinnamic acid